BrC=1C=C2C=3CCCCC3NC2=CC1 6-bromo-2,3,4,9-tetrahydrocarbazole